N1(C(CCCC1)CCCC1N(CCCC1)CCO)CCO trimethylenebis(1-piperidineethanol)